(2S,4R)-N-[(R) or (S)-(6-aminopyridin-3-yl)[3-fluoro-4-(propan-2-yl)phenyl]methyl]-4-fluoro-1-[2-(1H-1,2,3-triazol-5-yl)acetyl]pyrrolidine-2-carboxamide NC1=CC=C(C=N1)[C@H](NC(=O)[C@H]1N(C[C@@H](C1)F)C(CC1=CN=NN1)=O)C1=CC(=C(C=C1)C(C)C)F |o1:7|